C(C)OC=1C=C(C=O)C=CC1OCC=CCCC=CCC 3-ethoxy-4-((nona-2,6-dien-1-yl)oxy)benzaldehyde